bis(N-isobutyl-6-mesitylpyridin-2-amine) hafnium [Hf].C(C(C)C)NC1=NC(=CC=C1)C1=C(C=C(C=C1C)C)C.C(C(C)C)NC1=NC(=CC=C1)C1=C(C=C(C=C1C)C)C